2-methylpropan-2-yl-({3-cyano-4-[2,6-dichloro-8-fluoro-4-(6-hydroxy-6-methyl-1,4-oxazepan-4-yl)quinazolin-7-yl]thieno[2,3-c]pyridin-2-yl}amino)methane CC(C)(C)CNC1=C(C=2C(=CN=CC2C2=C(C=C3C(=NC(=NC3=C2F)Cl)N2CCOCC(C2)(C)O)Cl)S1)C#N